(3s,4s)-4-fluoro-1-[4-iodo-6-(morpholin-4-yl)pyridin-2-yl]pyrrolidin-3-ol F[C@@H]1[C@H](CN(C1)C1=NC(=CC(=C1)I)N1CCOCC1)O